3-hydroxy-2-[4-(trifluoromethyl)pyrazol-1-yl]benzonitrile OC=1C(=C(C#N)C=CC1)N1N=CC(=C1)C(F)(F)F